Acrylamido-2-Methylpropane C(C=C)(=O)NCC(C)C